C[C@H]1CN(CCN1CC1CCC(CC1)C(F)(F)F)CC1=CC=2N(C=C1)N=CC2N2C(NC(CC2)=O)=O 1-(5-(((S)-3-methyl-4-(((1r,4S)-4-(trifluoromethyl)cyclohexyl)methyl)piperazin-1-yl)methyl)pyrazolo[1,5-a]pyridin-3-yl)dihydropyrimidine-2,4(1H,3H)-dione